ClC1=C(C(=CC=C1)C)C=1N=C(SC1C(=O)N)NC1=NC(=NC(=C1)C)C (2-chloro-6-methylphenyl)-2-[(2,6-dimethylpyrimidin-4-yl)amino]-1,3-thiazole-5-carboxamide